ClC=1C=C(C=CC1)/C=C/C(=O)N1CCN(CC1)C(CC1=C(NC2=CC=CC=C12)C1=CC=C(C=C1)F)=O (E)-3-(3-chlorophenyl)-1-(4-(2-(2-(4-fluorophenyl)-1H-indol-3-yl)acetyl)piperazin-1-yl)prop-2-en-1-one